COC(=O)C=1C=NC=CC1C(F)(F)F 4-(trifluoromethyl)pyridine-3-carboxylic acid methyl ester